3-chloro-6,7-dihydroisoquinolin ClC=1N=CC2=CCCC=C2C1